S1C(=NC=C1)C1=CC=C(C(=O)NC=2C=CC=C3C(=CC=NC23)C=2C=NN(C2)CC(F)(F)F)C=C1 4-(thiazol-2-yl)-N-(4-(1-(2,2,2-trifluoroethyl)-1H-pyrazol-4-yl)quinolin-8-yl)benzamide